1,2-dimethyl-1,4,5,6-tetrahydropyridine CN1C(=CCCC1)C